NC=1C(=NC(=C(C1)\C=C\[C@@H]1CC[C@H](CC1)C(F)(F)F)OC)C#N 3-amino-6-methoxy-5-((E)-2-(trans-4-(trifluoromethyl)cyclohexyl)vinyl)picolinonitrile